3''-chloro-3-(2-hydroxypropan-2-yl)-5',6''-dimethyl-4''-((2,3,4-trifluorobenzyl)oxy)-2H,2''H-[1,2':4',1''-terpyridine]-2,2''-dione ClC=1C(N(C(=CC1OCC1=C(C(=C(C=C1)F)F)F)C)C1=CC(=NC=C1C)N1C(C(=CC=C1)C(C)(C)O)=O)=O